C(C)(C)(C)C1=CC=C(CN)C=C1 4-tert-butylbenzyl-amine